NCCNCCCC[Si](OCC)(C)C N-(β-aminoethyl)-γ-aminopropyltrimethyl(ethyl)oxysilane